[Zn].[Ni].[Cu].[Co] cobalt copper nickel zinc